FC1(CCC(CC1)C1=CC(=NC(=N1)C1=CN=CN1C)C(=O)NC1CCC(CC1)O)F 6-(4,4-difluorocyclohexyl)-N-((1r,4r)-4-hydroxycyclohexyl)-2-(1-methyl-1H-imidazol-5-yl)pyrimidine-4-carboxamide